CC(C)C1=CC=CC2=CC=CC=C12 1-(1-methylethyl)-naphthalene